N[C@H]1CS(C2=C(N(C1=O)CC1=CC=C(C=C1)Cl)C=C(C(=C2)F)C=2OC(=NN2)C2=CC=C(C=C2)F)(=O)=O (3R)-3-amino-5-[(4-chlorophenyl)methyl]-8-fluoro-7-[5-(4-fluorophenyl)-1,3,4-oxadiazol-2-yl]-1,1-dioxo-2,3-dihydro-1λ6,5-benzothiazepin-4-one